ClC1=NC(=C2C(=N1)N(N=C2C(C)C)C)NCC2=CC=C(C=C2)F 6-chloro-N-[(4-fluorophenyl)methyl]-1-methyl-3-(propan-2-yl)-1H-pyrazolo[3,4-d]pyrimidin-4-amine